N-(5-formyl-8-(methylamino)-2,7-naphthyridin-3-yl)cyclopropanecarboxamide rac-tert-butyl-(1S,2R,3S,5R)-3-amino-2-fluoro-8-azabicyclo[3.2.1]octane-8-carboxylate C(C)(C)(C)OC(=O)N1[C@@H]2[C@@H]([C@H](C[C@H]1CC2)N)F.C(=O)C2=C1C=C(N=CC1=C(N=C2)NC)NC(=O)C2CC2 |r|